ethyl methyl-para-tolyl glycidate CCOC(=O)C1C(O1)(C)C2=CC=C(C=C2)C